(2-methoxy-4-(6-(1-methyl-1H-pyrazol-4-yl)pyrrolo[2,1-f][1,2,4]triazin-4-yl)phenyl)methanamine hydrochloride Cl.COC1=C(C=CC(=C1)C1=NC=NN2C1=CC(=C2)C=2C=NN(C2)C)CN